C(C)(C)C1=C(NC2=CC=C(C=C12)C1CCN(CC1)C[C@H]1NCCOC1)C=1C=C(C=2N(C1)N=CN2)OC (R)-3-((4-(3-isopropyl-2-(8-methoxy-[1,2,4]triazolo[1,5-a]pyridin-6-yl)-1H-indol-5-yl)piperidin-1-yl)methyl)morpholine